N[C@@H]1[C@@H](OCC12CCN(CC2)C=2C(=NC(=C(N2)C)C2=CC=C1C(=NNC1=C2)C)CO)C (3-((3S,4S)-4-amino-3-methyl-2-oxa-8-azaspiro[4.5]dec-8-yl)-5-methyl-6-(3-methyl-1H-indazol-6-yl)pyrazin-2-yl)methanol